tris(N,N-diphenylamino)triphenylamine C1(=CC=CC=C1)N(C1=CC=CC=C1)C1=C(C(=C(C=C1)N(C1=CC=CC=C1)C1=CC=CC=C1)N(C1=CC=CC=C1)C1=CC=CC=C1)N(C1=CC=CC=C1)C1=CC=CC=C1